5-((4-(2,5-dimethylthiazol-4-yl)pyrimidin-2-yl)amino)-1H-indole-2-carboxylic acid CC=1SC(=C(N1)C1=NC(=NC=C1)NC=1C=C2C=C(NC2=CC1)C(=O)O)C